CC1(CC1)NS(=O)(=O)C1=CC=2N(C(=C1)N1CCC3(COC3)CC1)N=CC2 N-(1-methylcyclopropyl)-7-(2-oxa-7-azaspiro[3.5]nonan-7-yl)pyrazolo[1,5-a]pyridine-5-sulfonamide